CC1(C2=CC=CC=C2NC=2C=CC=CC12)C 9,10-dihydro-9,9-dimethyl-acridine